3-(3-(trifluoromethyl)naphthalen-2-yl)pyridine FC(C=1C(=CC2=CC=CC=C2C1)C=1C=NC=CC1)(F)F